N,N-bis(4-methoxybenzyl)-4-methyl-6-(2,4,5-trichloro-8-fluoropyrido[4,3-d]pyrimidin-7-yl)-5-(Trifluoromethyl)pyridin-2-amine COC1=CC=C(CN(C2=NC(=C(C(=C2)C)C(F)(F)F)C2=C(C=3N=C(N=C(C3C(=N2)Cl)Cl)Cl)F)CC2=CC=C(C=C2)OC)C=C1